Tert-butyl (2-((1S,3R)-3-acetamidocyclohexane-1-carboxamido)-8-(isopropylamino)pyrido[3,4-d]pyrimidin-6-yl)(methyl)carbamate C(C)(=O)N[C@H]1C[C@H](CCC1)C(=O)NC=1N=CC2=C(N1)C(=NC(=C2)N(C(OC(C)(C)C)=O)C)NC(C)C